S(CCC(C(=O)O)CC1=CC(=C(C(=C1)C(C)(C)C)O)C(C)(C)C)CCC(C(=O)O)CC1=CC(=C(C(=C1)C(C)(C)C)O)C(C)(C)C.FC1=CC=C(C=C1)C=1C(C(=CN(C1)CC(F)(F)F)C(=O)N)=O 5-(4-fluorophenyl)-4-oxo-1-(2,2,2-trifluoroethyl)pyridine-3-carboxamide thiobisethylenebis[3-(3,5-di-t-butyl-4-hydroxyphenyl)propionate]